7-(3-(2,6-difluoropyridin-4-yl)-7,8-dihydro-1,6-naphthyridin-6(5H)-yl)-2,8,9-trimethyl-4H-pyrimido[1,2-b]pyridazin-4-one FC1=NC(=CC(=C1)C=1C=NC=2CCN(CC2C1)C=1C(=C(C=2N(N1)C(C=C(N2)C)=O)C)C)F